tetrakis(2'-aminoethyl)methane ethyl-5-mercapto-1-(4-methoxybenzyl)-1H-1,2,3-triazole-4-carboxylate C(C)OC(=O)C=1N=NN(C1S)CC1=CC=C(C=C1)OC.NCCC(CCN)(CCN)CCN